COC1=CC=C2C(=N1)C=CN2CC(C)(N(C)C)C 1-(5-methoxy-1H-pyrrolo[3,2-b]pyridin-1-yl)-N,N,2-trimethylpropan-2-amine